FC1=C(C(=CC=C1C(=O)C1=CNC2=NC=C(C=C21)C=2C(=NC(=CC2C)C)C)F)NS(=O)(=O)CCC N-(2,6-difluoro-3-(5-(2,4,6-trimethylpyridin-3-yl)-1H-pyrrolo[2,3-b]pyridine-3-carbonyl)phenyl)propane-1-sulfonamide